C(C=1C(O)=CC(O)=CC1)(=O)O β-resorcylic acid